tert-butyl 3-[[4,5-dichloro-2-(prop-2-en-1-yloxy)phenyl]carbonyl]-8-azabicyclo[3.2.1]octane-8-carboxylate ClC1=CC(=C(C=C1Cl)C(=O)C1CC2CCC(C1)N2C(=O)OC(C)(C)C)OCC=C